1-(benzenesulfonyl)-4-nitro-indole C1(=CC=CC=C1)S(=O)(=O)N1C=CC2=C(C=CC=C12)[N+](=O)[O-]